triethyl-(1-fluoro-4-phenylbut-1-en-1-yl)silane C(C)[Si](C(=CCCC1=CC=CC=C1)F)(CC)CC